3-prop-2-ynyl-[1,2]oxathiolane 2,2-dioxide C(C#C)C1S(OCC1)(=O)=O